CN(C(C(C1(CCCC1)C)NC1=C(C(C1=O)=O)NC1=C(C(=NC=C1)C(=O)N(C)C)O)=O)C 4-((2-((2-(dimethylamino)-1-(1-methylcyclopentyl)-2-oxoethyl)amino)-3,4-dioxocyclobut-1-en-1-yl)amino)-3-hydroxy-N,N-dimethylpicolinamide